2-(3-chloro-7-((2S,5R)-2,5-dimethyl-4-((R)-1-(quinoxalin-6-yl)ethyl)piperazin-1-yl)-4-methyl-5-oxo-4,5-dihydro-2H-pyrazolo[4,3-d]pyrimidin-2-yl)acetonitrile ClC=1N(N=C2C1N(C(N=C2N2[C@H](CN([C@@H](C2)C)[C@H](C)C=2C=C1N=CC=NC1=CC2)C)=O)C)CC#N